4-((2-methoxy-3-(1-methyl-1H-1,2,4-triazol-3-yl)phenyl)amino)-N-methyl-2-((4-morpholinylphenyl)amino)pyrimidine COC1=C(C=CC=C1C1=NN(C=N1)C)NC1=NC(N(C=C1)C)NC1=CC=C(C=C1)N1CCOCC1